FC(CN1CC(OCC1)CNC1=C(C=C(C=C1)S(=O)(=O)C=1C(=C(C(=O)N)C=CC1)OC=1C=C2C(=NC1)NC=C2)[N+](=O)[O-])F {[4-({[4-(2,2-difluoroethyl)morpholin-2-yl]methyl}amino)-3-nitrophenyl]sulfonyl}-2-(1H-pyrrolo[2,3-b]pyridin-5-yloxy)benzamide